tert-butyl 2-chloro-5-oxo-4-phenyl-7H-pyrrolo[3,4-d]pyrimidine-6-carboxylate ClC=1N=C(C2=C(N1)CN(C2=O)C(=O)OC(C)(C)C)C2=CC=CC=C2